N-hydroxy-1-(4-isopropylbenzoyl)piperidine-4-carboxamidine ONC(=N)C1CCN(CC1)C(C1=CC=C(C=C1)C(C)C)=O